(5-Bromopyrimidin-2-yl)(1-methyl-1H-pyrazol-4-yl)carbamic acid tert-butyl ester C(C)(C)(C)OC(N(C=1C=NN(C1)C)C1=NC=C(C=N1)Br)=O